4-(4-(1-(4-((S)-2-(3-Chloro-4-cyanophenyl)-3-methyl-2,8-diazaspiro[4.5]decan-8-yl)benzoyl)-piperidin-4-yl)piperazin-1-yl)-N-(2,6-dioxopiperidin-3-yl)-2-fluorobenzamide ClC=1C=C(C=CC1C#N)N1CC2(C[C@@H]1C)CCN(CC2)C2=CC=C(C(=O)N1CCC(CC1)N1CCN(CC1)C1=CC(=C(C(=O)NC3C(NC(CC3)=O)=O)C=C1)F)C=C2